2-AMINO-3-PYRIDINECARBOXALDEHYDE HCL Cl.NC1=NC=CC=C1C=O